FC1=C(C=CC(=C1C)F)C=1C=C2C(=NC1)N(C(N2CC=2OC(=NN2)C)=O)C 6-(2,4-Difluoro-3-methyl-phenyl)-3-methyl-1-[(5-methyl-1,3,4-oxadiazol-2-yl)methyl]imidazo[4,5-b]pyridin-2-one